CC(C)(C)S(=O)(=O)N (R)-2-methylpropane-2-sulfonamide